2,4-dioxo-1,2,3,4-tetrahydropyrimidine-5-sulfonyl chloride O=C1NC=C(C(N1)=O)S(=O)(=O)Cl